O=P1CCN(CC1)C=1SC=CN1 4-oxido-1-(thiazol-2-yl)-1,4-azaphosphinan